2-amino-1-(3-(dimethylphosphoryl) phenyl)-2-oxoethyl methanesulfonate CS(=O)(=O)OC(C(=O)N)C1=CC(=CC=C1)P(=O)(C)C